10-(2-(2-(3-oxa-7-azabicyclo[3.3.1]nonan-7-yl)ethoxy)ethyl)-3,7-di(1H-indazol-5-yl)-8-methyl-10H-benzo[b]pyrido[2,3-e][1,4]oxazine C12COCC(CN(C1)CCOCCN1C3=C(OC4=C1N=CC(=C4)C=4C=C1C=NNC1=CC4)C=C(C(=C3)C)C=3C=C4C=NNC4=CC3)C2